C(C)(=O)C=1C(=NC(=CC1)N1C=NC2=C1C=CC(=C2)NC2CC(N(CC2)C)=O)N2N=C(C=C2C)C#N 1-[3-acetyl-6-[5-[(2-keto-1-methyl-4-piperidyl)amino]benzimidazol-1-yl]-2-pyridyl]-5-methyl-pyrazole-3-carbonitrile